8-[(1R)-1-(2-bromo-6-fluoro-anilino)ethyl]-2-(4,4-dimethyl-1-piperidyl)-3,6-dimethyl-chromen-4-one BrC1=C(N[C@H](C)C=2C=C(C=C3C(C(=C(OC23)N2CCC(CC2)(C)C)C)=O)C)C(=CC=C1)F